C1=CC=CC=2C3=CC=CC=C3N(C12)C1=C(C(=C(C(=C1C#N)N1C2=CC=CC=C2C=2C=CC=CC12)N1C2=CC=CC=C2C=2C=CC=CC12)N1C2=CC=CC=C2C=2C=CC=CC12)C#N 2,4,5,6-tetra-9H-carbazol-9-yl-1,3-benzenedinitrile